(2S)-2-[[(2S)-2-(tert-Butoxycarbonylamino)-3-(4-fluorophenyl)propanoyl]amino]-4-methyl-pentanoate C(C)(C)(C)OC(=O)N[C@H](C(=O)N[C@H](C(=O)[O-])CC(C)C)CC1=CC=C(C=C1)F